FC1=C(C=CC(=C1)F)N1N=NC(=C1)C(CC)N1C=C(C2=C1N=CN=C2N)N2C(N=CC(=C2)F)OC 7-{1-[1-(2,4-Difluorophenyl)-1H-1,2,3-triazol-4-yl]propyl}-5-(5-fluoro-2-methoxypyrimidin-3-yl)-7H-pyrrolo[2,3-d]pyrimidin-4-amine